NC1=C(C(=CC=C1C)N)C 2,6-diamino-meta-xylene